2-[2-(aminomethyl)-3,3-difluoro-allyl]-4-[2-fluoro-4-(4-methylsulfonylphenyl)phenyl]-1,2,4-triazol-3-one NCC(CN1N=CN(C1=O)C1=C(C=C(C=C1)C1=CC=C(C=C1)S(=O)(=O)C)F)=C(F)F